3a-(hydroxyamino)-2H,3aH,4H,5H,6H,7H-pyrazolo[3,4-c]pyridin-3-one ONC12C(CNCC1)=NNC2=O